1-(4-(4-amino-1-cyclopropyl-1H-pyrazolo[3,4-d]pyrimidin-3-yl)-2-fluorophenyl)-3-(3-(1-methylcyclobutyl)isoxazol-5-yl)urea NC1=C2C(=NC=N1)N(N=C2C2=CC(=C(C=C2)NC(=O)NC2=CC(=NO2)C2(CCC2)C)F)C2CC2